spiro[6,7-dihydro-5H-[1,2,4]triazolo[1,5-a]pyrazin-8,1'-cyclopropane] hydrochloride Cl.C12(CC1)C=1N(CCN2)N=CN1